N-[(6-Amino-2-pyridyl)sulfonyl]-5-[(E)-2-cyclohexylvinyl]-2-(2,2,4-trimethylpyrrolidin-1-yl)pyridin-3-carboxamid NC1=CC=CC(=N1)S(=O)(=O)NC(=O)C=1C(=NC=C(C1)\C=C\C1CCCCC1)N1C(CC(C1)C)(C)C